1-[(2S,5S)-2,3-dihydro-2,5-methano-1,4-benzoxazepin-4(5H)-yl]-3-fluoro-2-(fluoromethyl)-2-methylpropan-1-one O1[C@@H]2CN([C@H](C3=C1C=CC=C3)C2)C(C(CF)(C)CF)=O